C(CC1=C(C(=CC(=C1)C(C)(C)CC)C(C)(C)CC)O)C1=C(C(=CC(=C1)C(C)(C)CC)C(C)(C)CC)O 2,2'-ethylenebis(4,6-ditert-pentylphenol)